5-bromo-N3-[[1-(fluoromethyl)cyclopropyl]methyl]pyridin-2,3-diamine BrC=1C=C(C(=NC1)N)NCC1(CC1)CF